4-(azetidin-3-ylsulfonyl)-2-((3-chloro-4-fluorophenyl)(3,4-difluoro-phenyl)methyl)-1H-imidazole N1CC(C1)S(=O)(=O)C=1N=C(NC1)C(C1=CC(=C(C=C1)F)F)C1=CC(=C(C=C1)F)Cl